5-benzyloxyaminopiperidine-2-carboxylic acid benzyl ester oxalate C(C(=O)O)(=O)O.C(C1=CC=CC=C1)OC(=O)C1NCC(CC1)NOCC1=CC=CC=C1